3-(8-(bis(4-methoxybenzyl)amino)-5-(4-methyl-oxazol-5-yl)-2-(pyridin-2-ylmethyl)-[1,2,4]triazolo[1,5-a]pyrazin-6-yl)benzonitrile COC1=CC=C(CN(C=2C=3N(C(=C(N2)C=2C=C(C#N)C=CC2)C2=C(N=CO2)C)N=C(N3)CC3=NC=CC=C3)CC3=CC=C(C=C3)OC)C=C1